(4S,5S)-5-[6-ethoxy-4-(trifluoromethyl)pyridin-2-yl]-4-methyl-2-oxo-N-(quinazolin-8-ylmethyl)-1,3-oxazolidine-3-carboxamide C(C)OC1=CC(=CC(=N1)[C@@H]1[C@@H](N(C(O1)=O)C(=O)NCC=1C=CC=C2C=NC=NC12)C)C(F)(F)F